t-butyl 7-acetyl-8-bromo-1-methyl-3,4-dihydroisoquinoline-2(1H)-carboxylate C(C)(=O)C1=CC=C2CCN(C(C2=C1Br)C)C(=O)OC(C)(C)C